FC1=C(C=NC=C1)[C@H]1CN(CC1)C(=O)OC(C)(C)C (S)-tert-butyl 3-(4-fluoropyridin-3-yl)pyrrolidine-1-carboxylate